1-(2-iodophenyl)-2,2,2-trifluoro-ethan-1-one IC1=C(C=CC=C1)C(C(F)(F)F)=O